CC=1C=C(C=CC1)CN1CC(CC1=O)C(=O)NC1=CC=C(C=C1)C1=NC(=NO1)C1=CC=C(C=C1)C 1-[(3-Methylphenyl)methyl]-N-{4-[3-(4-methyl-phenyl)-1,2,4-oxadiazol-5-yl]phenyl}-5-oxopyrrolidine-3-carboxamide